methyl 2-(2,2-difluoro-1'-oxo-6'-(trifluoromethyl)-1'H-spiro[cyclopropane-1,4'-isoquinolin]-2'(3'H)-yl)acetate FC1(CC12CN(C(C1=CC=C(C=C21)C(F)(F)F)=O)CC(=O)OC)F